C(N)(=O)C1=CC=CC=C1 carbamoylbenzol